N-[4-(benzylamino)-2-oxobicyclo[2.2.2]octan-1-yl]-2-(4-chloro-3-fluorophenoxy)acetamide C(C1=CC=CC=C1)NC12CC(C(CC1)(CC2)NC(COC2=CC(=C(C=C2)Cl)F)=O)=O